cyclohexyl isocyanate C1(CCCCC1)N=C=O